BrC=1C=NN(C1)[C@H](CC=O)C1CCCC1 (3R)-3-(4-bromo-1H-pyrazol-1-yl)-3-cyclopentylpropionaldehyde